Bis[di-tert-butyl-(4-dimethylaminophenyl)phosphine] palladium (II) [Pd+2].C(C)(C)(C)P(C1=CC=C(C=C1)N(C)C)C(C)(C)C.C(C)(C)(C)P(C1=CC=C(C=C1)N(C)C)C(C)(C)C